(2S,4R)-4-fluoro-N-[(S) or (R)-phenyl[4-(propan-2-yl)-3-(trifluoromethyl)phenyl]methyl]-1-[2-(1H-1,2,3-triazol-5-yl)acetyl]pyrrolidine-2-carboxamide F[C@@H]1C[C@H](N(C1)C(CC1=CN=NN1)=O)C(=O)N[C@H](C1=CC(=C(C=C1)C(C)C)C(F)(F)F)C1=CC=CC=C1 |o1:17|